4-[4-(2-aminoethyl)phenyl]-3-[[2-methyl-4-(propan-2-yloxymethyl)imidazol-1-yl]methyl]benzonitrile NCCC1=CC=C(C=C1)C1=C(C=C(C#N)C=C1)CN1C(=NC(=C1)COC(C)C)C